O=C1NC(CCC1N1C(N(C2=C1C=CC(=C2)C#CCOCCCNC(OC(C)(C)C)=O)C)=O)=O Tert-butyl N-[3-([3-[1-(2,6-dioxopiperidin-3-yl)-3-methyl-2-oxo-2,3-dihydro-1H-1,3-benzodiazol-5-yl]prop-2-yn-1-yl]oxy)propyl]carbamate